4-chlorofurano[2,3-d]pyrimidine ClC=1C2=C(N=CN1)OC=C2